ClC=1N=CC2=C(C=CC(=C2C1)[C@H](CC)N[S@](=O)C(C)(C)C)Cl (R)-N-((S)-1-(3,8-dichloroisoquinolin-5-yl)propyl)-2-methylpropane-2-sulfinamide